2-Amino-N-[4-fluoro-5-[[5-[(1S)-1-methoxyethyl]pyridin-2-yl]carbamoyl]-2-methylphenyl]-1,3-thiazole-5-carboxamide NC=1SC(=CN1)C(=O)NC1=C(C=C(C(=C1)C(NC1=NC=C(C=C1)[C@H](C)OC)=O)F)C